C1(CCCC1)C=1N=CC=2C(=NC(=NC2)NC2=C(C=C(C=C2)N2CCN(CC2)C)OCC)N1 Cyclopentyl-7-((2-ethoxy-4-(4-methylpiperazin-1-yl)phenyl)amino)pyrimido[4,5-d]pyrimidine